tert-butyl 12-oxo-12-((6-(4,4,5,5-tetramethyl-1,3,2-dioxaborolan-2-yl)benzo[d]thiazol-2-yl)amino)dodecanoate O=C(CCCCCCCCCCC(=O)OC(C)(C)C)NC=1SC2=C(N1)C=CC(=C2)B2OC(C(O2)(C)C)(C)C